N[C@H](C(=O)OC)CC1=CC(=C(C=C1)O)C1CCCC1 Methyl (S)-2-amino-3-(3-cyclopentyl-4-hydroxyphenyl)-propanoate